C(C)(C)(C)OC(CCCOC=1C=NC(=NC1)Cl)=O Tert-butyl-4-(2-chloropyrimidin-5-yloxy)-butyrate